3-((3R,4S)-4-((5-(1-(2,2-Difluoroethyl)-1H-benzo[d][1,2,3]triazol-6-yl)-4-methoxypyrrolo[2,1-f][1,2,4]triazin-2-yl)amino)-3-fluoropiperidin-1-yl)oxetane-3-carbonitrile FC(CN1N=NC2=C1C=C(C=C2)C=2C=CN1N=C(N=C(C12)OC)N[C@@H]1[C@@H](CN(CC1)C1(COC1)C#N)F)F